2-(3,4-dichlorophenyl)-1-(7-nitro-3,4-dihydroquinolin-1(2H)-yl)ethanone ClC=1C=C(C=CC1Cl)CC(=O)N1CCCC2=CC=C(C=C12)[N+](=O)[O-]